S(N)(OC[C@]12OC(O[C@H]1[C@@H]1OC(O[C@@H]1CO2)(C)C)(C)C)(=O)=O [(1R,2S,6S,9R)-4,4,11,11-tetramethyl-3,5,7,10,12-pentaoxatricyclo[7.3.0.02,6]dodecan-6-yl]methyl sulfamate